OC1(CC(C1)NC(CN1C(C2=CC=C(C=C2[C@]2([C@@H](C2)F)C1)Br)=O)=O)C N-(cis-3-hydroxy-3-methylcyclobutyl)-2-[(2'R,4S)-6-bromo-2'-fluoro-1-oxospiro[3H-isoquinoline-4,1'-cyclopropane]-2-yl]acetamide